N1CC(C1)CCC(=O)O[C@H]1[C@H](NC[C@@H]1O)CC1=CC=C(C=C1)OC (2R,3S,4S)-4-hydroxy-2-[(4-methoxyphenyl)methyl]pyrrolidin-3-yl 3-(azetidin-3-yl)propanoate